((1R,6R,E)-6-(((S)-3-(4-(7-carbamoyl-2H-indazol-2-yl)phenyl)piperidine-1-carbonyl)oxy)-1-methylcyclooct-4-ene-1-carbonyl)glycine C(N)(=O)C1=CC=CC2=CN(N=C12)C1=CC=C(C=C1)[C@H]1CN(CCC1)C(=O)O[C@H]1/C=C/CC[C@](CC1)(C(=O)NCC(=O)O)C